FC1=CC=C(CN2N=C3C(=C2)CN(C3)C=3C=C(C(=O)N2CCN(CC2)C(=O)OC(C)(C)C)C=CC3)C=C1 tert-Butyl 4-(3-(2-(4-fluorobenzyl)-2,6-dihydropyrrolo[3,4-c]pyrazol-5(4H)-yl)benzoyl)piperazine-1-carboxylate